N-{(6R)-7,7-difluoro-1-hydroxy-2-[6-methyl-4-(2,4,6-trifluorophenyl)[1,2]oxazolo[5,4-b]pyridin-3-yl]-3-oxohexahydro-1H-pyrrolo[1,2-c]imidazol-6-yl}methanesulfonamide FC1([C@@H](CN2C(N(C(C21)O)C2=NOC1=NC(=CC(=C12)C1=C(C=C(C=C1F)F)F)C)=O)NS(=O)(=O)C)F